3-(8-chloro-1-(2,6-dichlorophenyl)-2-(hydroxymethyl)-4-oxo-1,4-dihydro-1,6-naphthyridin-5-yl)propanal ClC=1C=NC(=C2C(C=C(N(C12)C1=C(C=CC=C1Cl)Cl)CO)=O)CCC=O